C(C1=CC=CC=C1)(C1=CC=CC=C1)NC1=CC=C(C=C1)C1OCC1O (4-(benzhydrylamino)phenyl)oxetan-3-ol